FC1=CC=2OC[C@@H](C(N(C2C=N1)C)=O)NC(OC(C)(C)C)=O tert-butyl (S)-(8-fluoro-5-methyl-4-oxo-2,3,4,5-tetrahydropyrido[4,3-b][1,4]oxazepin-3-yl)carbamate